6-amino-3,4-dihydro-1H-quinolin NC=1C=C2CCCNC2=CC1